trans-4-(Boc-amino)cyclohexanecarbaldehyde C(=O)(OC(C)(C)C)N[C@@H]1CC[C@H](CC1)C=O